O[C@@H]1[C@@H](CC2C(C=C3[C@@]4(CC[C@H]([C@@](C(CCC(C)C)=O)(C)O)[C@]4(CC=C3[C@]2(C1)C)C)O)=O)O 2beta,3beta,14alpha,20-R-tetrahydroxy-cholesta-7,9(11)-dien-6,22-dione